C(C)(C)NC(CC)=NC(C)C N,N'-diisopropylpropionamidine